C(C)(C)(C)C1=CC=C(C=C1)N(C(=O)[C@@H]1N(CCC1)C#N)C(C(=O)NCC(=O)N(C)C)C=1C=NC=CC1 (2R)-N-(4-(tert-butyl)phenyl)-1-cyano-N-(2-((2-(dimethylamino)-2-oxoethyl)amino)-2-oxo-1-(pyridin-3-yl)ethyl)pyrrolidine-2-carboxamide